2-(4-(8-amino-3-isopropyl-5-(4-(methylamino)cyclohex-1-en-1-yl)imidazo[1,5-a]pyrazin-1-yl)naphthalen-1-yl)-N-(3-fluoro-5-methoxyphenyl)acetamide NC=1C=2N(C(=CN1)C1=CCC(CC1)NC)C(=NC2C2=CC=C(C1=CC=CC=C21)CC(=O)NC2=CC(=CC(=C2)OC)F)C(C)C